CC=1CC2(CC1C)CCCC(C2)(C)C 2,3,9,9-tetramethylspiro[4.5]dec-2-en